C(C1=CC=CC=C1)NC1CC(N(C1)C(=O)[O-])C(=O)[O-] 4-(benzylamino)pyrrolidine-1,2-dicarboxylate